2-(3-bromo-5-chloro-2-fluorophenyl)pyrazine BrC=1C(=C(C=C(C1)Cl)C1=NC=CN=C1)F